NC1=CC=C(C=C1)C1=NC(=NC=C1C)NC(C1=CC=C(C=C1)C(F)(F)F)=O N-(4-(4-aminophenyl)-5-methylpyrimidin-2-yl)-4-(trifluoromethyl)benzamide